1-(Bromomethyl)-2-nitro-1H-imidazole BrCN1C(=NC=C1)[N+](=O)[O-]